C1(CC1)C([C@@H](C=1N=C2N(N=C(C=C2)CC2C(NCC(C2)C(F)F)=O)C1)NC(=O)C1=CC=NN1CC)C1CC1 N-((1S)-2,2-dicyclopropyl-1-(6-((5-(difluoromethyl)-2-oxopiperidin-3-yl)methyl)imidazo[1,2-b]pyridazin-2-yl)ethyl)-1-ethyl-1H-pyrazole-5-carboxamide